4,5-difluoro-1-(1-methylpiperidin-4-yl)-1H-indole FC1=C2C=CN(C2=CC=C1F)C1CCN(CC1)C